ClC1=C(C#N)C=CC(=C1)N1CC2(C[C@@H]1C)CCN(CC2)C2=NC=C(C=C2)C(=O)N2CCC(CC2)CN2CCN(CC2)C2=CC(=CC=C2)NC2C(NC(CC2)=O)=O 2-Chloro-4-((3S)-8-(5-(4-((4-(3-((2,6-dioxopiperidin-3-yl)amino)phenyl)piperazine-1-yl)methyl)piperidine-1-carbonyl)pyridin-2-yl)-3-methyl-2,8-diazaspiro[4.5]dec-2-yl)benzonitrile